(4-(6-amino-5-(2-(methylamino)ethoxy)pyrimidin-4-yl)-2-methylbenzyl)-5-(tert-butyl)-1,3,4-oxadiazole-2-carboxamide NC1=C(C(=NC=N1)C1=CC(=C(CNC(=O)C=2OC(=NN2)C(C)(C)C)C=C1)C)OCCNC